taurine aspartate N[C@@H](CC(=O)O)C(=O)O.NCCS(=O)(=O)O